C(C)(C)(C)OC(=O)N1CC2N(CCC2C1)C1=NC(=CN=C1)NC(=O)C1CC1 1-(6-(cyclopropanecarboxamido)pyrazin-2-yl)hexahydropyrrolo[3,4-b]pyrrole-5(1H)-carboxylic acid tert-butyl ester